N1(CCNCC1)C1=NC2=C(N1)C=CC=C2 2-(piperazin-1-yl)-1H-benzimidazole